C1N(CCC2=CC=CC=C12)[C@@H]1[C@H](CN(CC1)C(=O)C1=CC(=NC=C1F)NC1[C@H]2CN(C[C@@H]1CC2)C(C)=O)O 1-((1R,5S)-8-((4-((3S,4S)-4-(3,4-dihydroisoquinolin-2(1H)-yl)-3-hydroxypiperidine-1-carbonyl)-5-fluoropyridin-2-yl)amino)-3-azabicyclo[3.2.1]octan-3-yl)ethan-1-one